BrC1=C2C=NN(C2=CC(=C1CCCC(=O)N)Cl)C1OCCCC1 4-(4-bromo-6-chloro-1-(tetrahydro-2H-pyran-2-yl)-1H-indazol-5-yl)butanamide